4-[(3R)-azepan-3-ylamino]-6-[4-(morpholin-4-ylmethyl)phenyl]pyrido[3,2-d]pyrimidine-8-carboxamide N1C[C@@H](CCCC1)NC=1C2=C(N=CN1)C(=CC(=N2)C2=CC=C(C=C2)CN2CCOCC2)C(=O)N